COC=1C(=CC(=C(C1)N1CCC(CC1)N1CCN(CC1)C1CN(CC1)C(=O)OC(C)(C)C)C=1C=NN(C1)C)[N+](=O)[O-] tert-butyl 3-(4-(1-(5-methoxy-2-(1-methyl-1H-pyrazol-4-yl)-4-nitrophenyl)piperidin-4-yl)piperazin-1-yl)pyrrolidine-1-carboxylate